dimethoxytetradecenyl heptoxymethyl ether C(CCCCCC)OCOC=CCCCCCCCCCCCC(OC)OC